Tert-butyl (2R)-3-(cyanomethyl)-3-(2-ethoxy-1,1-difluoro-2-oxoethyl)-2-methylazetidine-1-carboxylate C(#N)CC1([C@H](N(C1)C(=O)OC(C)(C)C)C)C(C(=O)OCC)(F)F